C(C)(C)(C)OC(=O)NC=1N=CC2=CC(=CC=C2C1)C(=O)OC methyl 3-((tert-butoxycarbonyl)amino)isoquinoline-7-carboxylate